OCC(C(=O)N(C)OC)NC([O-])=O (3-hydroxy-1-(methoxy(methyl)amino)-1-oxopropan-2-yl)carbamate